2-(oxolanyl-2-yl-methoxyl)acetic acid O1C(CCC1)=COCC(=O)O